O[C@H](CO)C=1C=C(C(=O)N)C=C(N1)C1=CC=C(C=C1)OC1=CC=C(C=C1)F (S)-2-(1,2-Dihydroxyethyl)-6-(4-(4-fluorophenoxy)phenyl)isonicotinamid